C(C)OC(=O)C1N(CCN(C1)CC1=CC=CC=C1)C1=CC=C(C=C1)OC 4-benzyl-1-(4-methoxyphenyl)piperazine-2-carboxylic acid ethyl ester